Methyl-dioxolan CC1OCCO1